mercapto-1-undecanol SC(CCCCCCCCCC)O